4-(2-hydroxyethyl)-1-piperazine ethanesulfonate C1CN(CCN1CCO)CCS(=O)(=O)O